4-(4,4-difluoro-1-(1-oxo-1-((5-phenoxypyridin-2-yl)amino)propan-2-yl)piperidin-3-yl)pyridine FC1(C(CN(CC1)C(C(NC1=NC=C(C=C1)OC1=CC=CC=C1)=O)C)C1=CC=NC=C1)F